6-{3-fluoro-4-[(4-{[4-(pentafluoro-λ6-sulfanyl)phenyl]Amino}piperidin-1-yl)sulfonyl]phenyl}imidazo[1,2-a]pyridine-3-carbonitrile FC=1C=C(C=CC1S(=O)(=O)N1CCC(CC1)NC1=CC=C(C=C1)S(F)(F)(F)(F)F)C=1C=CC=2N(C1)C(=CN2)C#N